C(#N)C(C(=O)C1=C(C=C(C=C1)C(F)(F)F)S(=O)(=O)C)C(=O)C1CC1 2-cyano-3-cyclopropyl-1-(2-methanesulfonyl-4-trifluoromethylphenyl)propane-1,3-dione